N-(4'-((2-(1,1-difluoroethyl)-6-methylpyrimidin-4-yl)amino)-5-(methoxymethyl)-[2,3'-bipyridyl]-6'-yl)acetamide FC(C)(F)C1=NC(=CC(=N1)NC1=C(C=NC(=C1)NC(C)=O)C1=NC=C(C=C1)COC)C